(3R)-3-(4-Chlorophenyl)-2-[(5-chloropyrimidin-2-yl)methyl]-4-fluoro-6-[1-hydroxy-1-(1-methyl-1H-pyrazol-4-yl)ethyl]-3-[(1-hydroxycyclopropyl)methoxy]-2,3-dihydro-1H-isoindol-1-on ClC1=CC=C(C=C1)[C@@]1(N(C(C2=CC(=CC(=C12)F)C(C)(C=1C=NN(C1)C)O)=O)CC1=NC=C(C=N1)Cl)OCC1(CC1)O